N-formylaniline C(=O)NC1=CC=CC=C1